(2-aminoethyl)(phenyl)(dimethoxy)silane NCC[Si](OC)(OC)C1=CC=CC=C1